FC=1C=C(C=CC1F)[C@H](CCC#N)O (S)-4-(3,4-difluorophenyl)-4-hydroxybutyronitrile